N-[1-[5-fluoro-2-[[1-(2-methoxyethyl)-3-methyl-pyrazol-4-yl]amino]pyrimidin-4-yl]-3-methyl-indol-5-yl]prop-2-enamide FC=1C(=NC(=NC1)NC=1C(=NN(C1)CCOC)C)N1C=C(C2=CC(=CC=C12)NC(C=C)=O)C